1-(pyridin-2-ylethynyl)-3-(4-(trifluoromethoxy)phenyl)-3-azabicyclo[3.1.0]hexane N1=C(C=CC=C1)C#CC12CN(CC2C1)C1=CC=C(C=C1)OC(F)(F)F